O1C=NC=C1CNC(CC1=CCC(C=C1)NS(=O)(=O)CC1=CC=CC=C1)=O N-Oxazol-5-ylmethyl-2-(4-phenylmethanesulfonylamino-cyclohexa-1,5-dienyl)-acetamide